8-((3-Chloro-2-(methylamino)pyridin-4-yl)thio)-7-methylimidazo[1,2-c]pyrimidine ClC=1C(=NC=CC1SC=1C=2N(C=NC1C)C=CN2)NC